O=C1NC(CCC1NC=1C=C(CN2CCN(CC2)C=2OC=3C(=NC(=C(C3)NC(=O)C=3N=C(OC3)C3=CC(=NC=C3)C)N3C[C@@H](CC3)O)N2)C=CC1)=O N-(2-(4-(3-((2,6-dioxopiperidin-3-yl)amino)benzyl)piperazin-1-yl)-5-((R)-3-hydroxypyrrolidin-1-yl)oxazolo[4,5-b]pyridin-6-yl)-2-(2-methylpyridin-4-yl)oxazole-4-carboxamide